potassium mono-persulfate S(=O)(=O)([O-])OOS(=O)(=O)[O-].[K+].[K+]